CC1(CC1)C(=O)NCC=1NC2=CC(=C(C=C2C1)SC)OCC=1N=CSC1 1-methyl-N-((5-(methylthio)-6-(thiazol-4-ylmethoxy)-1H-indol-2-yl)methyl)cyclopropane-1-carboxamide